CC1=CC=C(C=C1)S(=O)(=O)C=1C=NC2=CC=CC=C2N1 3-(p-toluenesulfonyl)quinoxalin